O1C(=CC=C1)[C@@H]1N(OCC1)C1=CC(=NC=N1)NC1=CC=C(C=C1)N1CCN(CC1)C (R)-6-(3-(furan-2-yl)isoxazolidin-2-yl)-N-(4-(4-methylpiperazin-1-yl)phenyl)pyrimidin-4-amine